dimethyl (2-n-propylbutylidene)malonate C(CC)C(C=C(C(=O)OC)C(=O)OC)CC